C(C)(C)(C)C=1C=C(CP(OCC)(OCC)=O)C=C(C1O)C(C)(C)C diethyl 3,5-di-t-butyl-4-hydroxybenzylphosphonate